ClC=1C=C(C=CC1Cl)C=1N=C(SC1C(C)C)NC1=C(C(=N)N)C=CC=N1 2-(4-(3,4-dichlorophenyl)-5-isopropylthiazol-2-ylamino)nicotinamidine